C(C(=C)C)(=O)OCC1C(OC1)C(C(F)(F)F)(F)F 3-(methacryloxymethyl)-2-pentafluoroethyloxetane